O1[C@H](COCC1)CNC(=O)C1=CC2=C(N3C(S2)=NC(=C3)C3=CC=C(C=C3)C(NC)=O)C=C1 (S)-N-((1,4-dioxan-2-yl)methyl)-2-(4-(methylcarbamoyl)phenyl)benzo[d]imidazo[2,1-b]thiazole-7-carboxamide